CN(C(=O)C=1NC(=C2CCCCC12)C=C1C(NC2=CC(=CC=C12)C(=O)O)=O)C 3-(3-dimethylcarbamoyl-4,5,6,7-tetrahydro-2H-isoindol-1-ylmethylene)-2-oxo-2,3-Dihydro-1H-indole-6-carboxylic acid